SODIUM (5-(5-METHYL-2,4-DIOXO-3,4-DIHYDROPYRIMIDIN-1(2H)-YL)TETRAHYDROFURAN-2-YL)METHYL PHOSPHATE P(=O)(OCC1OC(CC1)N1C(NC(C(=C1)C)=O)=O)([O-])[O-].[Na+].[Na+]